FC=1C(=C(C=CC1F)C(\C(=C(/C(F)(F)F)\C)\C)=O)OC (Z)-1-(3,4-difluoro-2-methoxyphenyl)-4,4,4-trifluoro-2,3-dimethylbut-2-en-1-one